Ethyl-4,5-dibromothiophene C(C)C=1SC(=C(C1)Br)Br